C(C1=CC=CC=C1)C1CC2(C(N(C=3C=NC=4C=C(C(=CC4C32)Br)F)C)=O)C1 3-Benzyl-8'-bromo-7'-fluoro-3'-methylspiro[cyclobutane-1,1'-pyrrolo[2,3-c]quinolin]-2'(3'H)-one